FC1=CC=C(CN2C3=CC=CC=C3C=3C=C(N=CC23)CNC2=NC=CC=3C4=CC=CC=C4N(C23)CCCC2=CC=CC=C2)C=C1 N-{[9-(4-fluorobenzyl)-β-carbolin-3-yl]methyl}-9-(3-phenylpropyl)-β-carbolin-1-amine